C1(=CC=CC=C1)N1NC(=CC1C1=CC=C(C=C1)C(C)C)C1=CC=C(C=C1)C(C)C phenyl-3-(4-isopropylphenyl)-5-(4-isopropylphenyl)-pyrazoline